[Ca].O[C@H]1[C@H](O)[C@@H](O)[C@H](O)[C@H](O1)CO beta-glucose calcium